(4-bromobenzyl)-2,2-dimethoxyethane-1,1-d-1-amine BrC1=CC=C(CC(C(N)([2H])[2H])(OC)OC)C=C1